BrC=1C(=CC2=C(OCCN2)C1)OC 7-Bromo-6-methoxy-3,4-dihydro-2H-benzo[b][1,4]oxazine